4-amino-N-(1-methyl-1H-pyrazol-4-yl)-N-((6-(trifluoromethyl)-3-pyridazinyl)methyl)-1,3-dihydrofuro[3,4-c][1,7]naphthyridine-8-carboxamide NC1=NC=2C=NC(=CC2C2=C1COC2)C(=O)N(CC=2N=NC(=CC2)C(F)(F)F)C=2C=NN(C2)C